methyl (E)-5-(4-bromophenyl)-4-phenyl-5-(4-(piperazin-1-yl)phenyl)pent-4-enoate BrC1=CC=C(C=C1)/C(=C(\CCC(=O)OC)/C1=CC=CC=C1)/C1=CC=C(C=C1)N1CCNCC1